threonine calcium salt [Ca+2].N[C@@H]([C@H](O)C)C(=O)[O-].N[C@@H]([C@H](O)C)C(=O)[O-]